tert-butyl N-[1-(3-benzyloxy-1-hydroxy-propyl)cyclopropyl]sulfonylcarbamate C(C1=CC=CC=C1)OCCC(O)C1(CC1)S(=O)(=O)NC(OC(C)(C)C)=O